C(#N)CC1(CC(C1)C#N)N1C=C(C=2C=NC=CC21)C=2C=1N(C=C(N2)C=2C=NN(C2)C)N=CC1 (1s,3s)-3-(cyanomethyl)-3-(3-(6-(1-methyl-1H-pyrazol-4-yl)pyrazolo[1,5-a]pyrazin-4-yl)-1H-pyrrolo[3,2-c]pyridin-1-yl)cyclobutane-1-carbonitrile